FC(COC1=C(C=C(C(=N1)OC)NS(=O)(=O)C=1C=2C=CN(C(C2C=CC1)=O)CC(F)F)F)F N-[6-(2,2-difluoroethoxy)-5-fluoro-2-methoxy-3-pyridyl]-2-(2,2-difluoroethyl)-1-keto-isoquinoline-5-sulfonamide